FC=1C(=C(C=CC1OC(F)(F)F)OC(C1=CC=C(C=C1)C(F)(F)F)=O)C=O (3-fluoro-2-formyl-4-(trifluoromethoxy) phenyl)-4-(trifluoromethyl)-benzoate